C(CCC(=O)OC[C@H]1O[C@H]([C@@H]([C@@H]1O)O)N1C(NC(C=C1)=O)=O)(=O)OC[C@H]1O[C@H]([C@@H]([C@@H]1O)O)N1C(NC(C=C1)=O)=O Bis(((2R,3S,4R,5R)-5-(2,4-dioxo-3,4-dihydropyrimidin-1(2H)-yl)-3,4-dihydroxytetrahydrofuran-2-yl) methyl) succinate